N-((1R,3r,5S)-8-oxabicyclo[3.2.1]octan-3-yl)-1-(2-methoxy-4-methylphenyl)pyrido[3,4-d]pyridazin-4-amine [C@H]12CC(C[C@H](CC1)O2)NC=2N=NC(=C1C2C=NC=C1)C1=C(C=C(C=C1)C)OC